OC(CN(CCN(CCN(CCN(CC(C)O)CC(C)O)CC(C)O)CC(C)O)CC(C)O)C N,N,N',N'',N''',N'''-hexakis(2-hydroxypropyl)triethylenetetramine